B(O)(O)C=1C=C(C(=O)NCCCCCN(CC(=O)O)C(C2=CC(=CC(=C2)[N+](=O)[O-])B(O)O)=O)C=C(C1)[N+](=O)[O-] N-(5-(3-borono-5-nitrobenzamido)pentyl)-N-(3-borono-5-nitrobenzoyl)glycine